Cl.C1(CCCC1)C=1C=NC(=NC1)NC(C1=C(C=CC(=C1)[N+](=O)[O-])SC=1N=NC=CC1)=O N-(5-cyclopentylpyrimidin-2-yl)-5-nitro-2-(pyridazin-3-ylsulfanyl)benzamide hydrochloride